methyl E-2-[2-[6-chloropyrimidin-4-yloxy] phenyl]-3-methoxyacrylate ClC1=CC(=NC=N1)OC1=C(C=CC=C1)/C(/C(=O)OC)=C\OC